C(C)(C)(C)OC(NC1(CCN(CC1)C1=NC(=C(C(=N1)N)C1=C(C(=CC=C1)Cl)Cl)OC)C)=O (1-(4-Amino-5-(2,3-dichlorophenyl)-6-methoxypyrimidin-2-yl)-4-methylpiperidin-4-yl)carbamic acid tert-butyl ester